1-[2-(1-ethyl-3-methyl-pyrazol-4-yl)-6-[5-[(6-methylpyridazin-3-yl)amino]benzimidazol-1-yl]-3-pyridinyl]ethanol thulium chloride [Cl-].[Tm+3].C(C)N1N=C(C(=C1)C1=NC(=CC=C1C(C)O)N1C=NC2=C1C=CC(=C2)NC=2N=NC(=CC2)C)C.[Cl-].[Cl-]